4-[6-[[2-(2,2,4-Trimethylpyrrolidin-1-yl)pyridin-3-carbonyl]sulfamoyl]-2-pyridyl]piperazin CC1(N(CC(C1)C)C1=NC=CC=C1C(=O)NS(=O)(=O)C1=CC=CC(=N1)N1CCNCC1)C